2-fluoro-N-(1-(3-(thiazol-2-yl)phenyl)ethyl)-5-(trifluoromethyl)benzamide (S)-2-((1-(5-(4-chlorophenyl)-1,2,4-oxadiazol-3-yl)ethyl)carbamoyl)-4-methoxypyridin-3-yl-isobutyrate ClC1=CC=C(C=C1)C1=NC(=NO1)[C@H](C)NC(=O)C1=NC=CC(=C1OC(C(C)C)=O)OC.FC1=C(C(=O)NC(C)C2=CC(=CC=C2)C=2SC=CN2)C=C(C=C1)C(F)(F)F